C(C)C(CC=1C(=C(C(C(=O)O)=CC1)C(=O)O)CC(CCCC)CC)CCCC.C(C=1C(C(=O)OCCCCCC(C)C)=CC=CC1)(=O)OCCCCCC(C)C diisooctyl phthalate (di-(2-ethylhexyl) phthalate)